CC1(OB(OC1(C)C)C1=CC=C(C=C1)B)C 1-[4-(4,4,5,5-tetramethyl-1,3,2-dioxaborolan-2-yl)phenyl]borane